O=C1N(C(CC1)=O)CC1=CC2=NC=CC(=C2S1)C=1C=CC=C2CCCN(C12)C1CNCC1 8-(2-((2,5-dioxopyrrolidin-1-yl)methyl)thieno[3,2-b]pyridin-7-yl)-1-(pyrrolidin-3-yl)-1,2,3,4-tetrahydroquinoline